3-(3-(2-((1-(2-bromoacetyl)piperidin-4-yl)amino)-5-fluoropyrimidin-4-yl)phenyl)-1,3-oxazinan-2-one BrCC(=O)N1CCC(CC1)NC1=NC=C(C(=N1)C=1C=C(C=CC1)N1C(OCCC1)=O)F